7-((3,5-dimethoxybenzyl)amino)-6-methyl-1,8-naphthyridine-3-carboxylic acid methyl ester COC(=O)C=1C=NC2=NC(=C(C=C2C1)C)NCC1=CC(=CC(=C1)OC)OC